tert-butyl N-[(3R)-1-{6-[(2-{2-[(6-chlorohexyl)oxy]ethoxy}ethyl)carbamoyl]hexyl}-4,4-dimethylpyrrolidin-3-yl]carbamate ClCCCCCCOCCOCCNC(=O)CCCCCCN1C[C@@H](C(C1)(C)C)NC(OC(C)(C)C)=O